[OH-].CC1C(C(C(C([NH3+])(C)C)(C=C1)C)(C)C)(C)C octamethyl-benzyl-ammonium hydroxide